1-(6-(4-isopropyl-4H-1,2,4-triazol-3-yl)pyridin-2-yl)-3-(4-(3-(isopropylamino)azetidin-1-yl)phenyl)imidazolidin-2-one C(C)(C)N1C(=NN=C1)C1=CC=CC(=N1)N1C(N(CC1)C1=CC=C(C=C1)N1CC(C1)NC(C)C)=O